(S)-N-(1-(4-Bromophenyl)-2,2,2-trifluoroethyl)-N-methyloxazole-4-carboxamide BrC1=CC=C(C=C1)[C@@H](C(F)(F)F)N(C(=O)C=1N=COC1)C